COC(/C=C/C1=C(C(=O)OCC2=CC=CC=C2)C=C(C=C1)N1CCN(CC1)C)=O benzyl 2-[(E)-3-methoxy-3-oxo-prop-1-enyl]-5-(4-methylpiperazin-1-yl)benzoate